N-(2-bromo-6-fluorophenyl)pivalic amide BrC1=C(C(=CC=C1)F)NC(C(C)(C)C)=O